C(C1=CC(C(=O)OC2=CC=CC3=CC=CC=C23)=CC=C1)(=O)OC1=CC=CC2=CC=CC=C12 bis(α-naphthyl) isophthalate